2,2-dimethylbenzopyran-7-ol CC1(OC2=C(C=C1)C=CC(=C2)O)C